N1[C@@H](CC1)CN(C(C(F)(F)F)=O)C N-[(2S)-Azetidin-2-Ylmethyl]-2,2,2-Trifluoro-N-Methylacetamide